(6aS,9S)-9-[5-(4-fluorophenyl)-1,2,4-oxadiazol-3-yl]-6,6a,7,8,9,10-hexahydro-12H-pyrido[2,1-c][1,4]benzothiazepin-12-one FC1=CC=C(C=C1)C1=NC(=NO1)[C@H]1CC[C@H]2CSC3=C(C(N2C1)=O)C=CC=C3